CN(C=1C=CC(=C(C1)N1/C(/SCC1=O)=N/C(=O)NC1=CC=C(C=C1)C1=NN(C=N1)C1=CC=C(C=C1)OC(F)(F)F)OCCC(F)(F)F)C (Z)-1-(3-(5-(dimethylamino)-2-(3,3,3-trifluoropropoxy)phenyl)-4-oxothiazolidin-2-ylidene)-3-(4-(1-(4-(trifluoromethoxy)phenyl)-1H-1,2,4-triazol-3-yl)phenyl)urea